CN1N=C(C=2N=CNC(C21)=O)CCC 1-methyl-3-n-propyl-7,6-dihydro-1H-pyrazolo[4,3-d]pyrimidin-7-one